6-amino-N-(4,4-difluorocyclohexyl)-1,2,4-triazine-5-carboxamide NC1=C(N=CN=N1)C(=O)NC1CCC(CC1)(F)F